8-((3S,4S)-3-Ethoxy-4-(4-(trifluoromethoxy)phenoxy)piperidin-1-yl)-5-methyl-6-oxo-5,6-dihydro-1,5-naphthyridin-2-carbonitril C(C)O[C@H]1CN(CC[C@@H]1OC1=CC=C(C=C1)OC(F)(F)F)C1=CC(N(C=2C=CC(=NC12)C#N)C)=O